(3-(trifluoromethyl)-5-(2-pyridinyl)-1,2,4-triazol) iridium (III) [Ir+3].FC(C1=NNC(=N1)C1=NC=CC=C1)(F)F